1-(cis-2-hydroxycyclohexyl)-1H-pyrazole-4-carboxylic acid O[C@@H]1[C@@H](CCCC1)N1N=CC(=C1)C(=O)O